NC1=CC=C(C=N1)N1C[C@H](CC1)O (S)-1-(6-amino-pyridin-3-yl)pyrrolidin-3-ol